C(C)(=O)N1[C@@H](CCC1)C(=O)N[C@H](C(=O)NC=1C(N(C=CC1)CC(=O)NC1C2CC3CC(CC1C3)C2)=O)CCC(C(=O)NCC)=O (S)-2-((S)-1-Acetylpyrrolidin-2-carboxamido)-N6-ethyl-N1-(1-(2-(2-adamantylamino)-2-oxoethyl)-2-oxo-1,2-dihydropyridin-3-yl)-5-oxohexandiamid